E-1-ethynyl-1-cyclohexanol C(#C)C1(CCCCC1)O